2-(4-methoxycarbonylphenyl)piperidine-1-carboxylate COC(=O)C1=CC=C(C=C1)C1N(CCCC1)C(=O)[O-]